CC1=CC(=C(C(N1)=O)CNC(=O)C1=CNC2=CC=CC=C12)SC N-((6-methyl-4-(methylthio)-2-oxo-1,2-dihydropyridin-3-yl)methyl)-1H-indole-3-carboxamide